FC1=C(O[C@@H]2C[C@H](C2)NC2=NC=3N([C@H](C(N(C3C(=N2)C)C)=O)C)C)C=CC(=C1)OC (7S)-2-((trans-3-(2-fluoro-4-methoxyphenoxy)cyclobutyl)amino)-4,5,7,8-tetramethyl-7,8-dihydropteridin-6(5H)-one